2-ethoxy-2-oxoethyl 2-nitro-5-(perfluorophenoxy)benzoate [N+](=O)([O-])C1=C(C(=O)OCC(=O)OCC)C=C(C=C1)OC1=C(C(=C(C(=C1F)F)F)F)F